4-(dimethoxymethylsilyl)-1-butanethiol COC(OC)[SiH2]CCCCS